Cl.NCCC=1C=CC(=C(C1)C=1C=C(C#N)C=CC1)O 3-[5-(2-aminoethyl)-2-hydroxyphenyl]benzonitrile hydrochloride